3-(5-chloro-6-cyano-2-oxobenzo[d]oxazol-3(2H)-yl)propanoic acid ClC=1C(=CC2=C(N(C(O2)=O)CCC(=O)O)C1)C#N